COCCNC(C)(C)C N-(2-methoxyethyl)-2-methylpropan-2-amine